N1(N=NC=C1)C[C@]1([C@](CCO[C@H]1C)(C)OC)O (2R,4R,5S,6S)-5-((1H-1,2,3-triazol-1-yl)methyl)-5-hydroxy-4-methoxy-4,6-dimethyltetrahydro-2H-pyran